[C@@H]12OC[C@@H](N(C1)C1CCN(CC1)C1=NC(=C(C=C1NC(C=C)=O)NC1=NC=NC(=C1)N1OCC[C@@H]1C1=CC(=CC(=C1)F)F)OC)C2 N-(2-(4-((1S,4S)-2-oxa-5-azabicyclo[2.2.1]heptan-5-yl)piperidin-1-yl)-5-((6-((R)-3-(3,5-difluorophenyl)isoxazolidin-2-yl)pyrimidin-4-yl)amino)-6-methoxypyridin-3-yl)acrylamide